NC=1C=2N(C3=CC(=CC=C3N1)C(=O)N(CC1=NC=C(C=C1)C(F)(F)F)CC(F)(F)F)C=NC2 4-amino-N-(2,2,2-trifluoroethyl)-N-((5-(trifluoromethyl)pyridin-2-yl)methyl)imidazo[1,5-a]quinoxaline-8-carboxamide